C1(CC1)O[C@@H]1C[C@H](N(C1)C(CNC(C1=CC=C(C=C1)OC1=CC=CC=C1)=O)=O)C(=O)OC methyl (2S,4R)-4-cyclopropoxy-1-((4-phenoxybenzoyl)glycyl)pyrrolidine-2-carboxylate